7'-((3-Hydroxypropyl)(methyl)amino)-1',1'-dioxidospiro[cyclopropane-1,4'-pyrido[2,3-b][1,4,5]oxathiazepin] OCCCN(C=1C=CC2=C(OC3(C=NS2(=O)=O)CC3)N1)C